C(C)N1CCC2(C[C@@H]2C(=O)N[C@@H](CCCCCC(CC)=O)C=2NC(=CN2)C=2C=C3C=CN(C(C3=CC2OC)=O)CC)CC1 (S)-6-Ethyl-N-((S)-1-(5-(2-ethyl-7-methoxy-1-oxo-1,2-dihydroisochinolin-6-yl)-1H-imidazol-2-yl)-7-oxononyl)-6-azaspiro[2.5]octan-1-carboxamid